CC1=NC(=CC=C1O[C@@H]1C[C@H](CCC1)C(=O)OC)C=1N=NN(C1CCCOC(=O)OC1=CC=C(C=C1)[N+](=O)[O-])C Methyl (1S,3S)-3-((2-methyl-6-(1-methyl-5-(3-(((4-nitrophenoxy)carbonyl)oxy)propyl)-1H-1,2,3-triazol-4-yl)pyridin-3-yl)oxy)cyclohexane-1-carboxylate